NC1=NC=C(C=N1)C(=O)NC1=NC=2C(=C(C=CC2C=2N1CCN2)OCCCN2CCOCC2)OC 2-amino-N-[2,3-dihydro-7-methoxy-8-[3-(4-morpholinyl)propoxy]imidazo[1,2-c]quinazolin-5-yl]-5-pyrimidinecarboxamide